2-(4-chloro-5-nitro-1H-imidazol-1-yl)acetonitrile ClC=1N=CN(C1[N+](=O)[O-])CC#N